4-(4-(benzo[d]thiazol-7-yl)phenyl)-N-(2-ethynyl-thiazol-4-yl)piperazine-1-carboxamide S1C=NC2=C1C(=CC=C2)C2=CC=C(C=C2)N2CCN(CC2)C(=O)NC=2N=C(SC2)C#C